N-(2,2-difluoro-1-(naphthalen-1-yl)ethyl)-2-methyl-5-nitrobenzamide FC(C(C1=CC=CC2=CC=CC=C12)NC(C1=C(C=CC(=C1)[N+](=O)[O-])C)=O)F